tert-butyl 2-(diphenylmethyleneamino)-3-phenylpropionate C1(=CC=CC=C1)C(C1=CC=CC=C1)=NC(C(=O)OC(C)(C)C)CC1=CC=CC=C1